FC1=C(C(=C2C(C(=O)NC2=O)=C1)F)F trifluoro-phthalimide